6'-bromospiro[cyclobutane-1,1'-isoindolin]-3'-one BrC1=CC=C2C(NC3(C2=C1)CCC3)=O